[4-(6-Bromo-3,5-dihydro-2H-4,1-benzoxazepin-1-yl)-5,6-difluoro-quinazolin-2-yl]hydrazine BrC1=CC=CC2=C1COCCN2C2=NC(=NC1=CC=C(C(=C21)F)F)NN